C(#N)C1=CC=C(C=C1)C#CCN(C1=CC=CC=C1)C(=S)F (3-(4-cyanophenyl)prop-2-yn-1-yl)(phenyl)aminothioformylfluoride